FCCCNCCOC1=C(C(=C(C=C1)OC)[C@H]1N([C@@H](CC2=C1NC1=CC=CC=C21)C)CC(F)(F)F)C 3-fluoro-N-(2-(4-methoxy-2-methyl-3-((1R,3R)-3-methyl-2-(2,2,2-trifluoroethyl)-2,3,4,9-tetrahydro-1H-pyrido[3,4-b]indol-1-yl)phenoxy)ethyl)propan-1-amine